(3-(((tert-Butyldimethylsilyl)oxy)methyl)-4-methylphenyl)(3-(difluoromethyl)-8-methyl-[1,2,4]triazolo[4,3-a]pyridin-7-yl)methanol [Si](C)(C)(C(C)(C)C)OCC=1C=C(C=CC1C)C(O)C1=C(C=2N(C=C1)C(=NN2)C(F)F)C